OC1=C(C(N(C=C1C)C)=O)NC(N[C@@H](CC(=O)O)C1=CC(=CC=C1)C=1C=NC(=CC1)OC)=O (S)-3-(3-(4-hydroxy-1,5-dimethyl-2-oxo-1,2-dihydropyridin-3-yl)ureido)-3-(3-(6-methoxypyridin-3-yl)phenyl)propanoic acid